4-(4-(5-methyl-5-phenyl-4,5-dihydroisoxazol-3-yl)thiazol-2-yl)aniline CC1(CC(=NO1)C=1N=C(SC1)C1=CC=C(N)C=C1)C1=CC=CC=C1